Heptadecenoic Acid Methyl Ester COC(C=CCCCCCCCCCCCCCC)=O